4-(((1R,3s,5S)-8-((1,3-Dimethyl-1H-pyrazol-5-yl)sulfonyl)-8-azabicyclo[3.2.1]octan-3-yl)methyl)morpholine CN1N=C(C=C1S(=O)(=O)N1[C@H]2CC(C[C@@H]1CC2)CN2CCOCC2)C